N-(5-(2-bromoacetyl)-6-chloropyridin-2-yl)acetamide BrCC(=O)C=1C=CC(=NC1Cl)NC(C)=O